C1(=CCC(CC1)C(=C)C)C p-Mentha-1,8-dien